4-[(Pyridin-3-yl)amino]benzaldehyde N1=CC(=CC=C1)NC1=CC=C(C=O)C=C1